5-chloro-1-(2-chlorophenyl)-3-methyl-1H-pyrazole-4-carbaldehyde ClC1=C(C(=NN1C1=C(C=CC=C1)Cl)C)C=O